2-((3-methoxyphenyl)sulfonyl)-6-(piperazin-1-yl)benzaldehyde COC=1C=C(C=CC1)S(=O)(=O)C1=C(C=O)C(=CC=C1)N1CCNCC1